3-(2,8,9-trioxa-5-aza-1-silabicyclo[3.3.3]undecan-1-yl)-N,N-dimethylpropan-1-amine [Si]12(OCCN(CCO1)CCO2)CCCN(C)C